C(C)(C)(C)OC(=O)N1CC(N(CC1)C=1N=CC(=NC1)C(=O)OC)C1=C(C(=CC=C1)F)Cl Methyl 5-(4-(tert-butoxycarbonyl)-2-(2-chloro-3-fluorophenyl)piperazin-1-yl)pyrazine-2-carboxylate